ClC=1C=CC2=C([C@@H](C[C@@H](O2)C(=O)N[C@@H]2[C@H]3C[C@@H]([C@@H](C2)C3)NC(CO[C@@H]3C[C@@H](C3)OC(F)(F)F)=O)O)C1 |o1:13,14,16,17| (2R,4R)-6-chloro-4-hydroxy-N-[(1R*,2S*,4R*,5S*)-5-(2-{[cis-3-(trifluoromethoxy)cyclobutyl]oxy}acetamido)bicyclo[2.2.1]heptan-2-yl]-3,4-dihydro-2H-1-benzopyran-2-carboxamide